tert-butyl 4-[3-[(4-cyano-2-fluoro-phenyl)methoxy]-4-fluoro-pyrazol-1-yl]piperidine-1-carboxylate C(#N)C1=CC(=C(C=C1)COC1=NN(C=C1F)C1CCN(CC1)C(=O)OC(C)(C)C)F